ClC1=CC(=C2C(=N1)N(C=N2)[C@@H]2[C@@H]1[C@]([C@@H]3[C@H]2OC(O3)(C)C)(C1)CO)Cl ((3aR,3bR,4aS,5R,5aS)-5-(5,7-dichloro-3H-imidazo[4,5-b]pyridin-3-yl)-2,2-dimethylhexahydrocyclopropa[3,4]cyclopenta[1,2-d][1,3]dioxol-3b-yl)methanol